ClC1=NC=CC(=N1)N1C[C@@H](CCC1)/C=C/C(=O)OCC ethyl (S,E)-3-(1-(2-chloropyrimidin-4-yl)piperidin-3-yl)acrylate